3-chloro-N-((3aR,5s,6aS)-2-(5-(3-cyano-6-ethoxypyrazolo[1,5-a]pyridin-4-yl)pyridin-2-yl)-5-methyloctahydrocyclopenta[c]pyrrol-5-yl)-5-fluoropicolinamide ClC=1C(=NC=C(C1)F)C(=O)NC1(C[C@@H]2[C@@H](CN(C2)C2=NC=C(C=C2)C=2C=3N(C=C(C2)OCC)N=CC3C#N)C1)C